3-chloro-9-(2,4-difluorophenyl)-2-methyl-7-((2S,6R)-2-methyl-6-(1-methyl-1H-pyrazol-4-yl)tetrahydro-2H-pyran-4-yl)-4H-pyrazino[1,2-a]pyrimidin-4-one ClC1=C(N=C2N(C1=O)C=C(N=C2C2=C(C=C(C=C2)F)F)C2C[C@@H](O[C@H](C2)C=2C=NN(C2)C)C)C